FC=1C=C(C=CC1F)N1[C@H](CN(CC1)C(=O)C1CCC2(C(NC(N2)=O)=O)CC1)C (S)-8-(4-(3,4-difluorophenyl)-3-methylpiperazine-1-carbonyl)-1,3-diazaspiro[4.5]decane-2,4-dione